COC1=CC=C(CN2CCC3=CC=CC=C23)C=C1 1-(4-methoxybenzyl)-indoline